C(C=C)(=O)N1C[C@@H]2COC3=C(C(N2CC1)=O)C(=NC(=C3F)C3=C(C(=CC=C3F)F)O)N3C(CC(C3)O)(C)C (6aR)-8-acryloyl-3-(3,6-difluoro-2-hydroxyphenyl)-4-fluoro-1-(4-hydroxy-2,2-dimethylpyrrolidin-1-yl)-6,6a,7,8,9,10-hexahydro-12H-pyrazino[2,1-c]pyrido[3,4-f][1,4]oxazepin-12-one